O-methylmalyl-CoA COC(CC(C(=O)SCCNC(CCNC([C@@H](C(COP(OP(OC[C@@H]1[C@H]([C@H]([C@@H](O1)N1C=NC=2C(N)=NC=NC12)O)OP(=O)(O)O)(=O)O)(=O)O)(C)C)O)=O)=O)O)=O